tert-butyl (R)-4-(2-bromo-5-ethyl-7-oxo-4,7-dihydro-[1,2,4]triazolo[1,5-a]pyrimidin-6-yl)-7-methyl-1,4-diazepane-1-carboxylate BrC1=NN2C(NC(=C(C2=O)N2CCN([C@@H](CC2)C)C(=O)OC(C)(C)C)CC)=N1